OC1(CCN(CC1)C)C=1C=CC(=NC1)NC=1C=CC(=C2CNC(C12)=O)C1=C2C(=NC=C1)N(C=C2)C 7-((5-(4-hydroxy-1-methylpiperidin-4-yl)pyridin-2-yl)amino)-4-(1-methyl-1H-pyrrolo[2,3-b]pyridin-4-yl)isoindolin-1-one